C(C1=CC=CC=C1)C=1N(C2=NC(=NC(=C2N1)N)N)CC(C)OCP(=O)(O)O benzyl-9-(R)-[2-(phosphonomethoxy)-propyl]2,6-diaminopurine